1-[(1R)-2-hydroxy-1-phenyl-ethyl]-3-[4-methoxy-3-(pyrimidin-5-ylmethoxy)phenyl]urea OC[C@@H](C1=CC=CC=C1)NC(=O)NC1=CC(=C(C=C1)OC)OCC=1C=NC=NC1